N-benzyl-2,5-dichloropyrimidin-4-amine C(C1=CC=CC=C1)NC1=NC(=NC=C1Cl)Cl